COC(=O)C=1C=NC(=C(C1)CCCC(C)(C)O)N 6-Amino-5-(4-hydroxy-4-methylpentyl)pyridine-3-carboxylic acid methyl ester